C1NC[C@@H]2[C@H]1CC(C2)C=2C=1N(C=C(C2)C=2C=NN(C2)C)N=CC1 4-[(3aS,6aR)-1,2,3,3a,4,5,6,6a-octahydrocyclopenta[c]pyrrol-5-yl]-6-(1-methylpyrazol-4-yl)pyrazolo[1,5-a]pyridine